Cis-8-dimethylamino-3-(2-methoxy-pyrimidin-5-yl)-8-phenyl-1,3-diazaspiro[4.5]decan-2-one CN(C1(CCC2(CN(C(N2)=O)C=2C=NC(=NC2)OC)CC1)C1=CC=CC=C1)C